N,N-Dimethylaminopropyl 3-Aminosulfonyl-5-butylamino-4-phenoxydithiobenzoate NS(=O)(=O)C=1C=C(C(=S)SCCCN(C)C)C=C(C1OC1=CC=CC=C1)NCCCC